(5-{4-[(4-chlorobenzoyl)oxy]benzylidene}-4-oxo-2-thioxo-1,3-thiazolidin-3-yl)acetic acid ClC1=CC=C(C(=O)OC2=CC=C(C=C3C(N(C(S3)=S)CC(=O)O)=O)C=C2)C=C1